ethyl (2Z)-3-(4-bromo-2-fluoro-6-methylsulfanyl-phenyl)-3-oxo-2-[[4-(trifluoromethoxy)phenyl]hydrazono]propanoate BrC1=CC(=C(C(=C1)SC)C(/C(/C(=O)OCC)=N/NC1=CC=C(C=C1)OC(F)(F)F)=O)F